6-amino-N-[2-(4-hydroxyphenyl)ethyl]hexanamide NCCCCCC(=O)NCCC1=CC=C(C=C1)O